3β-Acetoxy-17-(6-methoxy-1H-benzimidazol-1-yl)-16-formylandrosta-5,16-diene C(C)(=O)O[C@@H]1CC2=CC[C@H]3[C@@H]4CC(=C([C@@]4(C)CC[C@@H]3[C@]2(CC1)C)N1C=NC2=C1C=C(C=C2)OC)C=O